ClC=1C=C(C=C(C1F)C(F)(F)F)N(C(=O)[C@H]1N(C([C@H]([C@H]1O)O)=O)C1=CC(=C2C(=N1)C=CO2)C(F)(F)F)C([2H])([2H])[2H] (2S,3S,4S)-N-(3-chloro-4-fluoro-5-(trifluoromethyl)phenyl)-3,4-dihydroxy-N-(methyl-d3)-5-oxo-1-(7-(trifluoromethyl)furo[3,2-b]pyridin-5-yl)pyrrolidine-2-carboxamide